N-(4-(4-amino-7-methyl-7H-pyrrolo[2,3-d]pyrimidin-5-yl)-3-methylphenyl)-2-cyclohexylacetamide NC=1C2=C(N=CN1)N(C=C2C2=C(C=C(C=C2)NC(CC2CCCCC2)=O)C)C